FC(CO)(F)F 2,2,2-trifluoro-ethan-1-ol